1-(fluoromethyl)Cyclobutane-1-carbonitrile FCC1(CCC1)C#N